[C@@H]12CNC[C@H]2C1C#CC=1C(=C(C(=CC1)O)N1CC(NS1(=O)=O)=O)F 5-(3-(((1R,5S,6S)-3-azabicyclo[3.1.0]hexan-6-yl)ethynyl)-2-fluoro-6-hydroxyphenyl)-1,2,5-thiadiazolidin-3-one 1,1-dioxide